FC(C1=NOC(=C1)CO)(F)F (3-(trifluoromethyl)isoxazol-5-yl)methanol